O1CCN(CC1)CC=1C=C(C(=O)NC2=CC(=CC=C2)CNC2=NC=C(C3=C2CCO3)C3=CC=NC=C3)C=CC1 3-(Morpholinomethyl)-N-(3-(((7-(pyridin-4-yl)-2,3-dihydrofuro[3,2-c]pyridin-4-yl)amino)methyl)phenyl)benzamid